5-(4-fluoro-1-isopropyl-2-methyl-1H-benzo[d]imidazol-6-yl)-N-(cis-3-morpholinocyclobutyl)pyrrolo[2,1-f][1,2,4]triazin-2-amine FC1=CC(=CC=2N(C(=NC21)C)C(C)C)C=2C=CN1N=C(N=CC12)N[C@@H]1C[C@@H](C1)N1CCOCC1